gamma-aminopropyl-silanol NCCC[SiH2]O